(R)-N-((3-cyano-4-((4-(dimethylamino)-1-((4-fluorophenyl)thio)butan-2-yl)amino)-5-fluorophenyl)sulfonyl)-1-methoxycyclopentane-1-carboxamide C(#N)C=1C=C(C=C(C1N[C@@H](CSC1=CC=C(C=C1)F)CCN(C)C)F)S(=O)(=O)NC(=O)C1(CCCC1)OC